N1[C@@H](C=CC1)COC=1C=NC=CC1C1=C(C2=NC=CC=C2N1)C1=CC=CC=C1 2-{3-[(2S)-2,5-dihydro-1H-pyrrol-2-ylmethoxy]pyridin-4-yl}-3-phenyl-1H-pyrrolo[3,2-b]pyridine